(benzylthio)-N-(tert-butyl)-6-(4-fluorophenyl)pyrimidin-2-amine C(C1=CC=CC=C1)SC1=NC(=NC(=C1)C1=CC=C(C=C1)F)NC(C)(C)C